C1(CC1)C=1SC2=C(N(C(N=C2N(C)C)=O)C2=CC(=CC=C2)OCC2=CC(=CC=C2)F)N1 2-cyclopropyl-7-(dimethylamino)-4-{3-[(3-fluorophenyl)methoxy]phenyl}-[1,3]thiazolo[4,5-d]pyrimidin-5-one